N-Boc-1,3-phenylenediamine C(=O)(OC(C)(C)C)NC1=CC(=CC=C1)N